ClC=1C=C2CC(CNC2=CC1)C1=CC=CC=C1 6-chloro-3-phenyl-1,2,3,4-tetrahydroquinoline